3-trichloroethylindol-2-one ClC(CC=1C(N=C2C=CC=CC12)=O)(Cl)Cl